2-bromo-5-(oxetan-3-yloxy)-4-(trifluoromethyl)pyridine BrC1=NC=C(C(=C1)C(F)(F)F)OC1COC1